[C@@H]1([C@@H](O)[C@@H](O)[C@H](O)[C@H](O1)CO)O[C@@H](C(=O)O)CO (2R)-O2-(β-D-mannopyranosyl)glyceric acid